N-((6S,7S)-6-((2,3'-difluoro-[1,1'-biphenyl]-3-yl)methyl)-5-((S)-3-fluoro-2-hydroxypropanoyl)-5-azaspiro[2.4]heptan-7-yl)-1,1-difluoromethanesulfonamide FC1=C(C=CC=C1C[C@@H]1N(CC2(CC2)[C@@H]1NS(=O)(=O)C(F)F)C([C@@H](CF)O)=O)C1=CC(=CC=C1)F